FC(C1=NC=CC(=C1)N1CCCCC1)(F)F (R)-1-(2-(trifluoromethyl)pyridin-4-yl)piperidin